(1S,3R)-N-(7-chloro-6-(4-((3R,4R)-4-hydroxy-3-methyltetrahydrofuran-3-yl)piperazin-1-yl)isoquinolin-3-yl)-4,4-difluorospiro[2.2]pentane-1-carboxamide ClC1=C(C=C2C=C(N=CC2=C1)NC(=O)[C@H]1C[C@]12C(C2)(F)F)N2CCN(CC2)[C@@]2(COC[C@@H]2O)C